CNCCOC=1C(=NC2=CC=CC=C2N1)C=1C=C(C#N)C=CC1 3-(3-(2-(methylamino)ethoxy)quinoxalin-2-yl)benzonitrile